2,2-dimethyl-N-hydroxyethyl-1,3-oxazolidine CC1(OCCN1CCO)C